tert-butyl 3-((3aS,4S,6R,6aR)-6-(4-chloro-7H-pyrrolo[2,3-d]pyrimidin-7-yl)-2,2,3a-trimethyltetrahydrofuro[3,4-d][1,3]dioxole-4-carboxamido)benzylcarbamate ClC=1C2=C(N=CN1)N(C=C2)[C@@H]2O[C@@H]([C@@]1([C@H]2OC(O1)(C)C)C)C(=O)NC=1C=C(CNC(OC(C)(C)C)=O)C=CC1